ClC1=NC(=NC=C1CN[C@H]1CCN(C2=CC=CC=C12)C(=O)OC(C)(C)C)SC tert-butyl (S)-4-(((4-chloro-2-(methylsulfanyl) pyrimidin-5-yl) methyl) amino)-3,4-dihydroquinoline-1(2H)-carboxylate